C(C)(C)NC(O[C@H]1C[C@H](CC1)C=1NN=C(C1)NC(=O)C=1N(N=C(C1)COC1=C(C(=CC=C1)O)C=O)C)=O (1R,3S)-3-{5-[5-(2-formyl-3-hydroxyphenoxymethyl)-2-methylpyrazole-3-amido]-2H-pyrazol-3-yl}cyclopentyl N-isopropylcarbamate